(4-Bromo-3-fluoro-2-methoxyphenyl)methanol methyl-4-bromo-3-fluoro-2-methoxybenzoate CC=1C(=C(C(=C(C(=O)OCC2=C(C(=C(C=C2)Br)F)OC)C1)OC)F)Br